OC\N=C/1\CC(C(=O)OC)=CC=N1 (Z)-Methyl 2-(N'-hydroxymethylimino)isonicotinate